O[C@H](C)[C@H]1OC(CN(C1)C(=O)OC(C)(C)C)(C)C tert-butyl (S)-6-((R)-1-hydroxyethyl)-2,2-dimethylmorpholine-4-carboxylate